C(CCCCC(C)C)N=C=O iso-octyl isocyanate